Cl.C(CCCCCCCCC)C1=CC=C(C=C1)C1=NOC(=N1)CNC(=O)[C@@H]1NCCCC1 (R)-N-((3-(4-decylphenyl)-1,2,4-oxadiazol-5-yl)methyl)piperidine-2-carboxamide hydrochloride